N1(CCCCC1)C(=O)[C@@H]1C[C@@H](CCC1)NC(OC(C)(C)C)=O tert-butyl N-[(1R,3S)-3-(piperidine-1-carbonyl)cyclohexyl]carbamate